1-[2-(pyrrolidin-1-yl)pyridin-4-yl]methanamine N1(CCCC1)C1=NC=CC(=C1)CN